3,3'-dicarboxyl-benzidine C(=O)(O)C=1C=C(C=CC1N)C1=CC(=C(N)C=C1)C(=O)O